C(CC)OC1=CC=C(C=C1)S(=O)(=O)OC1=C(C=CC=C1)NC(=O)NC1=CC=C(C=C1)OS(=O)(=O)C1=CC=C(C=C1)OCCC N-[2-(p-propoxybenzenesulfonyloxy)phenyl]-N'-[4-(p-propoxybenzenesulfonyloxy)phenyl]urea